3,5-dichloro-N,N-bis(2-ethylhexyl)-2-hydroxybenzamide ClC=1C(=C(C(=O)N(CC(CCCC)CC)CC(CCCC)CC)C=C(C1)Cl)O